4-Fluorooxolane-2-carboxamide FC1CC(OC1)C(=O)N